isopropyl 4-(5-bromo-3,3-dimethyl-2,3-dihydro-1H-pyrrolo[3,2-b]pyridin-1-yl)-2-((4-(3-(dimethylamino)azetidin-1-yl)-2-methoxy-5-nitrophenyl)amino)pyrimidine-5-carboxylate BrC1=CC=C2C(=N1)C(CN2C2=NC(=NC=C2C(=O)OC(C)C)NC2=C(C=C(C(=C2)[N+](=O)[O-])N2CC(C2)N(C)C)OC)(C)C